2-((S)-1-(4-(6-((4-chloro-2-fluorobenzyl)oxy)pyridin-2-yl)piperidin-1-yl)propyl)-1-(((S)-oxetan-2-yl)methyl)-1H-benzo[d]imidazole-6-carboxylic acid ClC1=CC(=C(COC2=CC=CC(=N2)C2CCN(CC2)[C@@H](CC)C2=NC3=C(N2C[C@H]2OCC2)C=C(C=C3)C(=O)O)C=C1)F